FC=1C(=C(C=CC1F)[C@H]1[C@@H](O[C@]([C@H]1OC)(C(F)(F)F)C)C(=O)NC1=CC(=NC=C1)C(=O)OC)OC methyl 4-((2R,3R,4S,5R)-3-(3,4-difluoro-2-methoxyphenyl)-4-methoxy-5-methyl-5-(trifluoromethyl)tetrahydrofuran-2-carboxamido)picolinate